CN1CCC(CC1)C(C(=O)O)[C@@H](C[C@@H](CN1C(N(C=2N=CN(C2C1=O)C)C)=O)O)O 1-methylpiperidin-4-yl-(3R,5S)-6-(3,7-dimethyl-2,6-dioxo-2,3,6,7-tetrahydro-1H-purin-1-yl)-3,5-dihydroxyhexanoic acid